C[SH+]SC methyl-(methylthio)sulfonium